(S)-2-(4-(2-acetyl-5-chlorophenyl)-3-methoxy-6-oxopyridazin-1(6H)-yl)-3-phenylbutanoic acid C(C)(=O)C1=C(C=C(C=C1)Cl)C=1C(=NN(C(C1)=O)[C@H](C(=O)O)C(C)C1=CC=CC=C1)OC